C(C)(=O)C1=CN(C2=CC=C(C=C12)C1=CN=NC=C1)CC(=O)N1[C@@H](C[C@H](C1)F)C(=O)NC1=CC2=C(OC(O2)(F)F)C=C1F (2S,4R)-1-(2-(3-acetyl-5-(pyridazin-4-yl)-1H-indol-1-yl)acetyl)-4-fluoro-N-(2,2,6-trifluorobenzo[d][1,3]di-oxol-5-yl)pyrrolidine-2-carboxamide